2-hydroxy-3-(3,4-dimethyl-9H-thioxanthen-2-yloxy)-N,N,N-trimethyl-1-propaneaminium chloride [Cl-].OC(C[N+](C)(C)C)COC1=CC=2CC3=CC=CC=C3SC2C(=C1C)C